N-[3-(4-Fluorophenyl)-1-methylazetidin-3-yl]-3-methyl-6-(naphthalen-2-yl)-4-oxo-4,5-dihydropyrazolo[1,5-a]pyrazine-2-carboxamide hydrochloride Cl.FC1=CC=C(C=C1)C1(CN(C1)C)NC(=O)C1=NN2C(C(NC(=C2)C2=CC3=CC=CC=C3C=C2)=O)=C1C